BrC1=CC2=C(OC(CN2C)CN(C)C)C=C1 1-(6-bromo-4-methyl-3,4-dihydro-2H-benzo[b][1,4]oxazin-2-yl)-N,N-dimethylmethanamine